C(CCCCCCCCCCCCCC=CCCCCCCCC)(=O)O tetracos-15-enoic acid